acrylic phenyl ester C1(=CC=CC=C1)OC(C=C)=O